ClC1=CC(=C(C=C1)CC1=CC=CC=2N=C3N(CCN(C3)CC=3N(C4=C(N3)C=CC(=C4)C(=O)O)C[C@H]4OCC4)C21)F 2-({6-[(4-chloro-2-fluorophenyl)methyl]-1,2,3,4-tetrahydrobenzo[4,5]imidazo[1,2-a]pyrazin-2-yl}methyl)-3-{[(2S)-oxetan-2-yl]methyl}benzo[d]imidazole-5-carboxylic acid